CN(C(=O)C12CN(CC(C1)C2)C(=O)OC(C)(C)C)C tert-butyl 1-(dimethylcarbamoyl)-3-azabicyclo[3.1.1]heptane-3-carboxylate